N[C@@H](C(=O)O)CNC(C1=CC(=CC(=C1)C(C)OC1=CC=CC=C1)F)=O (2R)-2-amino-3-(3-fluoro-5-(1-phenoxyethyl)benzamido)propanoic acid